para-toluenesulfonyl-semicarbazide CC1=CC=C(C=C1)S(=O)(=O)NNC(=O)N